OC1=CC=2N(C(C(=C(N2)C(F)(F)F)C=2C=NN(C2)CC(C(F)(F)F)(F)F)=O)C=C1 8-hydroxy-3-[1-(2,2,3,3,3-pentafluoropropyl)-1H-pyrazol-4-yl]-2-(trifluoromethyl)-4H-pyrido[1,2-a]pyrimidin-4-one